N-(3-fluoro-4-(4-methylpiperazin-1-yl)phenyl)-6-(2-fluoro-6-methylphenyl)pyrimido[5,4-c][2,6]naphthyridin-2-amine FC=1C=C(C=CC1N1CCN(CC1)C)NC=1N=CC=2N=C(C=3C=CN=CC3C2N1)C1=C(C=CC=C1C)F